[Cr](=O)([O-])[O-].[La+3].[Ca+2] calcium lanthanum chromite